4-cyclohexyl-2-methoxy-1-(methoxymethoxy)benzene C1(CCCCC1)C1=CC(=C(C=C1)OCOC)OC